Calcium behenat C(CCCCCCCCCCCCCCCCCCCCC)(=O)[O-].[Ca+2].C(CCCCCCCCCCCCCCCCCCCCC)(=O)[O-]